2-chloro-3-fluoro-N-[(3R,4S)-4-fluoro-1-(3,3,3-trifluoropropanoyl)pyrrolidin-3-yl]benzamide ClC1=C(C(=O)N[C@@H]2CN(C[C@@H]2F)C(CC(F)(F)F)=O)C=CC=C1F